CC(=CCC/C(=C/CC/C(=C/CC/C(=C/CC/C(=C/CC/C(=C/CC/C(=C/CC/C(=C/COP(=O)(O)OP(=O)(O)O)/C)/C)/C)/C)/C)/C)/C)C The molecule is a polyprenol diphosphate compound having eight prenyl units with undefined stereochemistry about the double bonds. It has a role as a Saccharomyces cerevisiae metabolite.